OC(=O)C(F)(F)F.C(C)(C)(C)OC(CCOCCOCCC(NCCN(C(CCOCCNC(OCC1C2=CC=CC=C2C=2C=CC=CC12)=O)=O)CCN)=O)=O.C(C)C1=CC=C(COC2=C(C(=O)NC=3C=NC=CC3)C=CC=C2)C=C1 2-((4-ethyl)benzyloxy)-N-(pyridin-3-yl)benzamide tert-butyl-11-(2-aminoethyl)-1-(9H-fluoren-9-yl)-3,10,15-trioxo-2,7,18,21-tetraoxa-4,11,14-triazatetracosan-24-oate TFA salt